tert-butyl (2-(6-(aminomethyl)-1-benzyl-1H-indol-3-yl)ethyl)carbamate NCC1=CC=C2C(=CN(C2=C1)CC1=CC=CC=C1)CCNC(OC(C)(C)C)=O